11β,18,21-trihydroxypregn-4-ene-3,20-dione O[C@@H]1[C@@H]2[C@]3(CCC(C=C3CC[C@H]2[C@@H]2CC[C@H](C(CO)=O)[C@]2(C1)CO)=O)C